OCCC1OCCCO1 2-(2'-hydroxyethyl)-1,3-dioxane